N-(2-chloro-5-(3-cyano-4-((1-phenylethyl)amino)quinolin-6-yl)pyridin-3-yl)methanesulfonamide ClC1=NC=C(C=C1NS(=O)(=O)C)C=1C=C2C(=C(C=NC2=CC1)C#N)NC(C)C1=CC=CC=C1